(1S,3S,4S)-N-((R)-1-cyano-2-((R)-2-oxopyrrolidin-3-yl)ethyl)-5,5-difluoro-2-(9-hydroxy-9H-fluorene-9-carbonyl)-2-azabicyclo[2.2.2]octane-3-carboxamide C(#N)[C@@H](C[C@@H]1C(NCC1)=O)NC(=O)[C@H]1N([C@@H]2CC([C@H]1CC2)(F)F)C(=O)C2(C1=CC=CC=C1C=1C=CC=CC21)O